C(C)(C)(C)C1=CC=C(CC(C(C)N)N)C=C1 1-(4-tert.-butylbenzyl)-1,2-propanediamine